dimethyl 4-methyl-1,4-cyclohexadiene-1,2-dicarboxylate CC=1CC(=C(CC1)C(=O)OC)C(=O)OC